6-(4-fluorophenyl)isoindolin FC1=CC=C(C=C1)C1=CC=C2CNCC2=C1